C1(=CC=CC=C1)NC(=O)C=1C(=NN(C1\C=C\C1=CC=CC=C1)C1=CC=CC=C1)C1=CC=CC=C1 (E)-N,1,3-triphenyl-5-styryl-1H-pyrazole-4-carboxamide